ClC1=C(C=C(C=C1)F)C1=CC=C(N=N1)NCC1=CSC=2CN(CCC21)CC2CCCCC2 6-(2-chloro-5-fluorophenyl)-N-((6-(cyclohexylmethyl)-4,5,6,7-tetrahydrothieno[2,3-c]pyridin-3-yl)methyl)pyridazin-3-amine